(S)-3-(3-(5-fluoro-2-(1H-pyrrolo[2,3-b]pyridin-3-yl)thiazol-4-yl)phenyl)-3-hydroxy-1-methylpyrrolidin-2-one FC1=C(N=C(S1)C1=CNC2=NC=CC=C21)C=2C=C(C=CC2)[C@@]2(C(N(CC2)C)=O)O